2-(2-allylethoxy)-3-propyl acrylate C(C=C)(=O)OCC(C)OCCCC=C